O=C1NC(=NC(N1)=O)N 2,4-dioxo-6-amino-sym-triazine